CC1C(C(=O)O[C@H]2[C@@H]([C@@H]([C@]3([C@@H]([C@@H]([C@@H]4[C@H]([C@@]3([C@@]2(C)O)O[C@]4(COC(=O)C5=C1N=CC=C5)C)OC(=O)C6=CC=CC=C6)OC(=O)C)OC(=O)C)COC(=O)C)OC(=O)C)OC(=O)C7=CN=CC=C7)C The molecule is a sesquiterpene alkaloid that is isolated from Tripterygium hypoglaucum. It has a role as a plant metabolite. It is an acetate ester, a benzoate ester, a dihydroagarofuran sesquiterpenoid, a macrolide, a pyridine alkaloid and a sesquiterpene alkaloid. It derives from a nicotinic acid.